N-(2-cyanophenyl)-1-(6-methylpyridin-2-yl)-5-(quinoxalin-6-yl)-1H-pyrazole-3-carboxyamide C(#N)C1=C(C=CC=C1)NC(=O)CC1=NN(C(=C1)C=1C=C2N=CC=NC2=CC1)C1=NC(=CC=C1)C